OC1=C(C(=CC(=C1C(C)NC(C)=O)CCCCC)O)C1=C(C=CC(=C1)C)C(=C)C N-(1-(2,6-dihydroxy-5'-methyl-4-pentyl-2'-(prop-1-en-2-yl)-[1,1'-biphenyl]-3-yl)ethyl)acetamide